Cl.N1CCC(CC1)C1=CC=CC(=N1)OCC=1C=CC=C2C=CC=NC12 8-(((6-(piperidin-4-yl)pyridin-2-yl)oxy)methyl)quinoline hydrochloride